FC(OC1=CC(=CN2C1=NC1=C2CCC=2C=C(C(N(C12)CC1=C(C=C(C=C1)OC)OC)=O)C(=O)[O-])OC)F 11-(difluoromethoxy)-1-(2,4-dimethoxybenzyl)-9-methoxy-2-oxo-1,2,5,6-tetrahydropyrido[2',1':2,3]imidazo[4,5-h]quinoline-3-carboxylate